nickel-platinum-iron-zinc [Zn].[Fe].[Pt].[Ni]